(4-((5-chloro-4-(1-isopropyl-1H-pyrazol-4-yl)pyrimidin-2-yl)amino)-3-methoxybenzoyl)glycine ethyl ester C(C)OC(CNC(C1=CC(=C(C=C1)NC1=NC=C(C(=N1)C=1C=NN(C1)C(C)C)Cl)OC)=O)=O